C[Si](C1C(=CC2=CC=CC=C12)C1=CC=CC=C1)(C)C 1-trimethylsilyl-2-phenylindene